L-Alanine tert-butyl ester C(C)(C)(C)OC([C@@H](N)C)=O